N-(2,6-dimethylphenyl)-1-hydroxy-6,6,9-trimethyl-3-pentyl-6a,7,8,10a-tetrahydro-6H-benzo[c]chromene-2-carboxamide CC1=C(C(=CC=C1)C)NC(=O)C=1C(=C2C3C(C(OC2=CC1CCCCC)(C)C)CCC(=C3)C)O